4-(6-(2-(2,4-difluorophenyl)-1,1-difluoro-2-hydroxy-3-(1H-1,2,4-triazol-1-yl)propyl)pyridin-3-yl)phenyl trifluoromethanesulfonate FC(S(=O)(=O)OC1=CC=C(C=C1)C=1C=NC(=CC1)C(C(CN1N=CN=C1)(O)C1=C(C=C(C=C1)F)F)(F)F)(F)F